C(C)(=O)N1CC(CCC1)NC1=CC(=NC=N1)C(=O)O 6-((1-Acetylpiperidin-3-yl)amino)pyrimidine-4-carboxylic acid